9-Dimethoxymethyl-Silyl-Nonanoyl-Ferrocene COC(CCCCCCCCC(=O)[C-]1C(=CC=C1)[SiH3])OC.[CH-]1C=CC=C1.[Fe+2]